CNC(C(=O)O)CC(=O)C.C(CCC(=O)C)(=O)OC methyl levulinate (methylaminolevulinate)